tert-butyl 4-(4-((6-nitropyridin-2-yl)amino)butyl)piperidine-1-carboxylate [N+](=O)([O-])C1=CC=CC(=N1)NCCCCC1CCN(CC1)C(=O)OC(C)(C)C